((2R,5S)-5-(4-fluorophenyl)-2-methylpiperazin-1-yl)(1-methylcyclopropyl)methanone FC1=CC=C(C=C1)[C@@H]1NC[C@H](N(C1)C(=O)C1(CC1)C)C